O1CCC(=CC1)C1=NC=CC2=C1N=C(N=C2)NC=2C(=NC=1CCN(CC1C2)C)OC 8-(3,6-dihydro-2H-pyran-4-yl)-N-(2-methoxy-6-methyl-5,6,7,8-tetrahydro-1,6-naphthyridin-3-yl)pyrido[3,4-d]pyrimidin-2-amine